cis-2-cyano-N-[3-(2-methoxyphenyl)-1-[[2-(trimethylsilyl)ethoxy]methyl]pyrrolo[2,3-b]pyridin-6-yl]cyclopropane-1-carboxamide C(#N)[C@@H]1[C@@H](C1)C(=O)NC1=CC=C2C(=N1)N(C=C2C2=C(C=CC=C2)OC)COCC[Si](C)(C)C